[Sn].C(C=1C(C(=O)OCCCCCCCC)=CC(C(=O)OCCCCCCCC)=CC1)(=O)OCCCCCCCC trioctyl trimellitate tin